C(C)N(C(C1=C(C=CC(=C1)F)OC1=C(N=CN=N1)N1CC2(CN(C2)[C@H](CCN(C)CCOC)C(C)C)CC1)=O)C(C)C (R)-N-ethyl-5-fluoro-N-isopropyl-2-((5-(2-(1-((2-methoxyethyl)(methyl)amino)-4-methylpentan-3-yl)-2,6-diazaspiro[3.4]octan-6-yl)-1,2,4-triazin-6-yl)oxy)benzamide